N-BOC-Glutarimide 4-tert-Butyl-4-[5-[(2,6-dioxo-3-piperidyl)amino]-2-pyridyl]piperidine-1-carboxylate C(C)(C)(C)C1(CCN(CC1)C(=O)O)C1=NC=C(C=C1)NC1C(NC(CC1)=O)=O.C(=O)(OC(C)(C)C)N1C(CCCC1=O)=O